N-(5-((6-((R)-3-(2,3-difluorophenyl)isoxazolidine-2-yl)pyrimidine-4-yl)amino)-4-methoxy-2-((S)-2-methylmorpholino)phenyl)acrylamide FC1=C(C=CC=C1F)[C@@H]1N(OCC1)C1=CC(=NC=N1)NC=1C(=CC(=C(C1)NC(C=C)=O)N1C[C@@H](OCC1)C)OC